(1S,3R)-6,7-dichloro-8-methoxy-1-methyl-3-((((methylthio)carbonothioyl)oxy)methyl)-1,3-dihydro-2H-pyrrolo[3,4-c]quinoline-2-carboxylate ClC1=C(C(=CC=2C3=C(C=NC12)[C@@H](N([C@H]3C)C(=O)[O-])COC(=S)SC)OC)Cl